Cl.FC(C1=CC(=NC=C1OCC1CCNCC1)CN1CC2=CC=CC=C2C1)F 2-((4-(difluoromethyl)-5-(piperidin-4-ylmethoxy)pyridin-2-yl)methyl)isoindoline hydrochloride